N-(2-fluoro-4-(hydrazinecarbonyl)benzyl)-N-(3-(trifluoromethyl)phenyl)methanesulfonamide FC1=C(CN(S(=O)(=O)C)C2=CC(=CC=C2)C(F)(F)F)C=CC(=C1)C(=O)NN